FC=1C(=CC2=C([C@@H](N(C(O2)=O)CC2=C(C(=CC=C2)NS(NC)(=O)=O)F)C)C1)OC=1N=NC=CC1 (S)-6-fluoro-3-({2-fluoro-3-[(methylsulfamoyl)amino]phenyl}methyl)-4-methyl-7-(pyridazine-3-yloxy)-3,4-dihydro-2H-1,3-benzoxazin-2-one